N-[(7R)-3-cyano-5H,6H,7H-cyclopenta[b]pyridin-7-yl]-2-(5,6-difluoro-2-oxo-1,4-dihydroquinazolin-3-yl)acetamide C(#N)C=1C=C2C(=NC1)[C@@H](CC2)NC(CN2C(NC1=CC=C(C(=C1C2)F)F)=O)=O